NC1=NC=CC=C1C1=NC=2C(=NC(=CC2)C2=NC=CC=C2)N1C=1C=C2CC[C@@H](C2=CC1)NC(C1=CC(=C(C=C1)O)C=O)=O (S)-N-(5-(2-(2-aminopyridin-3-yl)-5-(pyridin-2-yl)-3H-imidazo[4,5-b]pyridin-3-yl)-2,3-dihydro-1H-inden-1-yl)-3-formyl-4-hydroxybenzamide